4-fluoro-3-(trifluoromethyl)benzoylchloride FC1=C(C=C(C(=O)Cl)C=C1)C(F)(F)F